C(CCCCCCCCCCCCCCCCCCCCCCC)C(CCCCCCCCCCCCCCCCCCCCCCC)O lignoceryl-(1-tetracosanol)